1-(2,3-epoxypropoxy)phenyl-5,6-epoxyhexahydro-4,7-methyleneindane C(C1CO1)OC1(CC=CC=C1)C1CCC2C3C4C(C(C12)C3)O4